N-({4-[2-(2-aminopyridin-3-yl)-5-(pyridin-3-yl)imidazo[4,5-b]pyridin-3-yl]phenyl}methyl)-2-(2-fluoro-4-formyl-3-hydroxyphenyl)acetamide NC1=NC=CC=C1C1=NC=2C(=NC(=CC2)C=2C=NC=CC2)N1C1=CC=C(C=C1)CNC(CC1=C(C(=C(C=C1)C=O)O)F)=O